6-chloro-7-fluoro-3-(1H-pyrazol-4-yl)-2-(5-(trifluoromethyl)-4H-1,2,4-triazol-3-yl)-1H-indole ClC1=CC=C2C(=C(NC2=C1F)C1=NN=C(N1)C(F)(F)F)C=1C=NNC1